boron-astatine [At].[B]